N-{[4-(5-fluoropyridine-3-sulfonyl)phenyl]methyl}thieno[2,3-c]pyridine-2-carboxamide FC=1C=C(C=NC1)S(=O)(=O)C1=CC=C(C=C1)CNC(=O)C1=CC=2C(=CN=CC2)S1